C[C@H](CCCCO)CCCCCC (S)-5-methyl-undecanol